C1(C=CC(N1CCN(CCN1C(C=CC1=O)=O)CCN1C(C=CC1=O)=O)=O)=O tris-[2-maleimidoethyl]amine